COC=1C2=C(SC1C=O)C=CC=C2 3-Methoxybenzo[b]thiophene-2-carbaldehyde